6-oxo-4-(thien-2-yl)-1,6-dihydropyrimidine-5-carbonitrile O=C1C(=C(N=CN1)C=1SC=CC1)C#N